6-tridecene CCCCCC=CCCCCCC